N-(3,4-Dimethoxyphenyl)-N1-(4-fluorophenyl)-6-morpholin-4-yl-[1,3,5]triazine-2,4-diamine COC=1C=C(C=CC1OC)NC1N(C(=NC(=N1)N)N1CCOCC1)C1=CC=C(C=C1)F